ClC1=C(C=CC(=C1)OCCN1CCNCC1)C=1N(C2=NC=NC(=C2N1)OC1(CC1)C)CC1=CN=C(S1)C 5-((8-(2-chloro-4-(2-(piperazin-1-yl)ethoxy)phenyl)-6-(1-methylcyclopropoxy)-9H-purin-9-yl)methyl)-2-methylthiazole